t-Butyl ({2-[({[(4-bromophenyl)amino]carbonyl}amino)methyl]-4-methylpentanoyl}amino)acetate BrC1=CC=C(C=C1)NC(=O)NCC(C(=O)NCC(=O)OC(C)(C)C)CC(C)C